ClC1=C(C=C(C=C1)C(C)N1C(=NC=C1)C)OC 1-(1-(4-chloro-3-methoxyphenyl)ethyl)-2-methyl-1H-imidazole